C(C)(C)(C)OC(=O)N1CC=2N(CC1)N=NC2C 3-methyl-6,7-dihydro-4H-triazolo[1,5-a]pyrazine-5-carboxylic acid tert-butyl ester